ClC=1C=C(C=CC1)SC=1N=NC(=C(C1C(=O)O)CC)CC 3-[(3-chlorophenyl)sulfanyl]-5,6-diethylpyridazine-4-carboxylic acid